N1(N=NC2=C1C=CC=C2)CC(=O)N(C=2C=NC(=CC2)C=2C=NNC2)CC2=CC(=CC=C2)Cl 2-(Benzotriazol-1-yl)-N-[(3-chlorophenyl)methyl]-N-[6-(1H-pyrazol-4-yl)-3-pyridyl]acetamide